3-methylquinolin-2(1H)-one CC=1C(NC2=CC=CC=C2C1)=O